6-(2-amino-5-bromo-6-fluoropyridin-3-yl)-4-fluoro-3-methylisoquinolin-1(2H)-one NC1=NC(=C(C=C1C=1C=C2C(=C(NC(C2=CC1)=O)C)F)Br)F